(S)-4-(1-(2-(2-(6-methoxynaphthalen-2-yl)ethyl)-4,7-dihydro-5H-thieno[2,3-c]pyran-3-carboxamido)ethyl)benzoic acid COC=1C=C2C=CC(=CC2=CC1)CCC1=C(C2=C(COCC2)S1)C(=O)N[C@@H](C)C1=CC=C(C(=O)O)C=C1